5-(2-(2-amino-6-((4-aminophenyl)amino)-9H-purin-9-yl)acetylamino)-1H-imidazole-4-acetamide NC1=NC(=C2N=CN(C2=N1)CC(=O)NC1=C(N=CN1)CC(=O)N)NC1=CC=C(C=C1)N